2-nitroethyl (2-{2-chloro-4-fluoro-5-[3-methyl-2,6-dioxo-4-(trifluoromethyl)-3,6-dihydropyrimidin-1(2H)-yl]phenoxy}phenoxy)acetate ClC1=C(OC2=C(OCC(=O)OCC[N+](=O)[O-])C=CC=C2)C=C(C(=C1)F)N1C(N(C(=CC1=O)C(F)(F)F)C)=O